ClC1=CC=C(C=N1)C=1C=C(C=CC1)[C@H](C)NC(C=CC=1C=NC=CC1)=O (S)-N-{1-[3-(6-Chloro-pyridin-3-yl)-phenyl]-ethyl}-3-pyridin-3-yl-acrylamide